FC(C1(COC1)NS(=O)(=O)C=1C=C2C(N(C(N(C2=CC1)CC)=O)CC)=O)F N-[3-(difluoromethyl)oxetan-3-yl]-1,3-diethyl-2,4-dioxoquinazoline-6-sulfonamide